CC1=C(C=CC(=C1)C)C[C@H](CN)N |r| (2RS)-3-(2,4-dimethylphenyl)propane-1,2-diamine